O=C1NC(CCC1N1C(N(C2=C1C=CC=C2CCCOCCCCC(=O)O)C)=O)=O 5-[3-[1-(2,6-dioxo-3-piperidyl)-3-methyl-2-oxo-benzimidazol-4-yl]propoxy]pentanoic acid